C1(=CC=CC=C1)N1N=C(C=C1N)C1(CC1)C(F)(F)F 1-phenyl-3-(1-(trifluoromethyl)cyclopropyl)-1H-pyrazole-5-amine